(Z)-dibenzyl-7-(5-bromo-3-(1-cyano-2-(5-cyano-2-methoxyphenyl)vinyl)-1H-indol-1-yl)-7-oxoheptylphosphonate C(C1=CC=CC=C1)C(CCCCCC(=O)N1C=C(C2=CC(=CC=C12)Br)/C(=C/C1=C(C=CC(=C1)C#N)OC)/C#N)(P([O-])([O-])=O)CC1=CC=CC=C1